2-((S)-4-(2-(((S)-1-methylpyrrolidin-2-yl)methoxy)-7-(5,6,7,8-tetrahydronaphthalene-1-yl)pyrido[2,3-d]pyrimidin-4-yl)piperazin-2-yl)acetonitrile CN1[C@@H](CCC1)COC=1N=C(C2=C(N1)N=C(C=C2)C2=CC=CC=1CCCCC21)N2C[C@@H](NCC2)CC#N